Cl.ClC1=C(C(=O)NC=2C(=NNC2)C(=O)NC2CCN(CC2)C([C@@H](N)C(C)C)=O)C(=CC=C1)Cl 4-(2,6-dichlorobenzoylamino)-N-(1-(L-valyl)piperidin-4-yl)-1H-pyrazole-3-carboxamide hydrochloride